[6-(3-cyclopropyl-1H-1,2,4-triazol-5-yl)-2-azaspiro[3.3]heptan-2-yl]-[6-[(1S)-1-[4-methyl-5-(trifluoromethyl)-2-pyridyl]ethyl]-2-azaspiro[3.3]heptan-2-yl]methanone C1(CC1)C1=NNC(=N1)C1CC2(CN(C2)C(=O)N2CC3(C2)CC(C3)[C@H](C)C3=NC=C(C(=C3)C)C(F)(F)F)C1